FC=1C=NC=2N(C1)N=CC2N 6-fluoropyrazolo[1,5-a]pyrimidine-3-amine